C(C)C1=C(C(=CC=C1)F)N1N=C2C(=CC1=O)NN=C2C2=CC=C(C=C2)N2CCN(CC2)CCO 5-(2-ethyl-6-fluorophenyl)-3-(4-(4-(2-hydroxyethyl)piperazin-1-yl)phenyl)-1H-pyrazolo[4,3-c]pyridazin-6(5H)-one